[5-[(1R)-1-(3,5-dichloro-4-pyridinyl)ethoxy]-6-methoxy-1-tetrahydropyran-2-yl-indazol-3-yl]boronic acid ClC=1C=NC=C(C1[C@@H](C)OC=1C=C2C(=NN(C2=CC1OC)C1OCCCC1)B(O)O)Cl